CC1=C(C(=C(C(=C1C1=CC=C(C=C1)N)C)C)N)C tetramethyl-4,4'-diaminobiphenyl